C1(N(C(C2=CC=CC=C12)=O)CCOC1=NC(=CC(=C1C#N)C1=CC=C(C=C1)F)C1=NC=CC=C1)=O 2-((isoindoline-1,3-dione-2-yl)ethoxy)-4-(4-fluorophenyl)-6-(pyridin-2-yl)pyridine-3-carbonitrile